N-octadecyl-N-dodecyl-tolylammonium tetrakis(perfluoronaphthalen-2-yl)borate FC1=C(C(=C(C2=C(C(=C(C(=C12)F)F)F)F)F)F)[B-](C1=C(C2=C(C(=C(C(=C2C(=C1F)F)F)F)F)F)F)(C1=C(C2=C(C(=C(C(=C2C(=C1F)F)F)F)F)F)F)C1=C(C2=C(C(=C(C(=C2C(=C1F)F)F)F)F)F)F.C(CCCCCCCCCCCCCCCCC)[NH+](CCCCCCCCCCCC)C1=C(C=CC=C1)C